CC(C)(OC(NCCOCCOCCOCCOCCOCCC(=O)O)=O)C 2,2-dimethyl-4-oxo-3,8,11,14,17,20-hexaoxa-5-azatricosan-23-oic acid